BrC1=CC(=NC=C1)C1COCCC12CCNCC2 (4-bromopyridin-2-yl)-3-oxa-9-azaspiro[5.5]undecane